1-(2,4-difluoro-3-methoxyphenyl)-2,5-dimethyl-6-oxo-1,6-dihydropyrimidin-4-yl 4-methylbenzene-1-sulfonate CC1=CC=C(C=C1)S(=O)(=O)OC=1N=C(N(C(C1C)=O)C1=C(C(=C(C=C1)F)OC)F)C